C(#N)C1=CC(=CC2=C1SC(=C2)N2N=CC(=C2)C(=O)OC)F methyl 1-(7-cyano-5-fluorobenzo[b]thiophen-2-yl)-1H-pyrazole-4-carboxylate